CC=1C=C(CNC(C(=O)O)CO)C=CC1C=CC=1C(=C(C=CC1)C1=CC=CC=C1)C 2-(3-methyl-4-(2-(2-methylbiphenyl-3-yl)vinyl)benzylamino)-3-hydroxypropionic acid